ethoxyethoxyethyl acrylate (ethoxyethoxyethoxyethyl acrylate) C(C)OCCOCCOCCC(C(=O)O)=C.C(C=C)(=O)OCCOCCOCC